C(C)(C)(C)OC(=O)N1CC(CCC1)C=1N(C(C(=C(N1)C(=O)OC)O)=O)C methyl 2-(1-(tert-butoxycarbonyl)piperidin-3-yl)-5-hydroxy-1-methyl-6-oxo-1,6-dihydropyrimidine-4-carboxylate